methyl (R)-3-(2-((4-chloro-2',3',4',5',6,6'-hexafluoro-[1,1'-biphenyl]-3-yl)thio)propanamido)propanoate ClC1=C(C=C(C(=C1)F)C1=C(C(=C(C(=C1F)F)F)F)F)S[C@@H](C(=O)NCCC(=O)OC)C